C(C)C(C(=O)OOC(C)CCC(C)OOC(C(CCCC)CC)=O)CCCC 2,5-bis(2-ethyl-hexanoylperoxy)hexane